N-((1R,2R,4S)-7-cyano-7-azabicyclo[2.2.1]heptan-2-yl)-3-(2,5-dichlorophenyl)cyclopentanecarboxamide C(#N)N1[C@H]2[C@@H](C[C@@H]1CC2)NC(=O)C2CC(CC2)C2=C(C=CC(=C2)Cl)Cl